2-(3-Oxa-6-azabicyclo[3.1.1]heptan-6-yl)-6-methoxy-N-(6-methoxy-4-((3-methoxybicyclo[1.1.1]pentan-1-yl)carbamoyl)pyridin-3-yl)benzo[d]thiazole-7-carboxamide C12COCC(N1C=1SC3=C(N1)C=CC(=C3C(=O)NC=3C=NC(=CC3C(NC31CC(C3)(C1)OC)=O)OC)OC)C2